1-(4-(5-(1-methyl-1,5,6,7-tetrahydrocyclopenta[b]pyrazolo[4,3-e]pyridin-4-yl)pyridin-3-yl)phenyl)pyrrolidin-2-one CN1N=CC=2C(=C3C(=NC21)CCC3)C=3C=C(C=NC3)C3=CC=C(C=C3)N3C(CCC3)=O